FC1=NC=CC(=C1)CN1C(=CC=C1)C(=O)NC=1SC=C(N1)\C=C\C1=NC(=CC=C1)OC 1-[(2-fluoropyridin-4-yl)methyl]-N-{4-[(E)-2-(6-methoxypyridin-2-yl)ethenyl]-1,3-thiazol-2-yl}pyrrole-2-carboxamide